2-(Methyl(6-(((5-(1-methyl-1H-pyrazol-4-yl)-7H-pyrrolo[2,3-d]pyrimidin-4-yl)amino)methyl)-4-(trifluoromethyl)pyridin-2-yl)amino)ethan-1-ol CN(CCO)C1=NC(=CC(=C1)C(F)(F)F)CNC=1C2=C(N=CN1)NC=C2C=2C=NN(C2)C